ethyl 8-((tert-butoxycarbonyl) amino)-5,6,7,8-tetrahydronaphthalene-2-carboxylate C(C)(C)(C)OC(=O)NC1CCCC=2C=CC(=CC12)C(=O)OCC